IC=1N(C2=CC=CC(=C2C1)NC1CCC(CC1)N(C)CCOC)CC(F)(F)F (1S,4S)-N1-(2-iodo-1-(2,2,2-trifluoroethyl)-1H-indol-4-yl)-N4-(2-methoxyethyl)-N4-methylcyclohexane-1,4-diamine